7-indan-4-yl-4-ylpiperazin-1-yl-5,6,7,8-tetrahydroquinazoline C1CCC2C(C=CC=C12)=C1CCC=2C=NC(=NC2C1)N1CCNCC1